3-cyano-N-((3aR,5s,6aS)-2-(5-(3-cyano-6-(2-hydroxy-2-methylpropoxy)pyrazolo[1,5-a]pyridin-4-yl)pyridin-2-yl)-5-methyloctahydrocyclopenta[c]pyrrol-5-yl)picolinamide C(#N)C=1C(=NC=CC1)C(=O)NC1(C[C@@H]2[C@@H](CN(C2)C2=NC=C(C=C2)C=2C=3N(C=C(C2)OCC(C)(C)O)N=CC3C#N)C1)C